2-(8-bromo-6-fluoro-1-oxo-2-isoquinolyl)-N-(2,2,2-trifluoroethyl)acetamide BrC=1C=C(C=C2C=CN(C(C12)=O)CC(=O)NCC(F)(F)F)F